methyl 2-(2-bromo-5-iodophenyl)-3-oxobutanoate BrC1=C(C=C(C=C1)I)C(C(=O)OC)C(C)=O